2,2,2-Trifluoroethyl 2-[1-[2-chloro-4-(trifluoromethyl)phenyl]ethyl-methyl-amino]-2-oxo-acetate 2,2,2-Trifluoroethyl-2-chloro-2-oxo-acetate FC(COC(C(=O)Cl)=O)(F)F.ClC1=C(C=CC(=C1)C(F)(F)F)C(C)N(C(C(=O)OCC(F)(F)F)=O)C